FC(C)(C)C1CN(C1)C(=O)O 3-(2-fluoroprop-2-yl)azetidine-1-carboxylic acid